3-(difluoromethyl)-1-(2-(3-fluoro-5-(trifluoromethyl)benzyl)pyridin-4-yl)-1H-pyrazole-4-carboxamide FC(C1=NN(C=C1C(=O)N)C1=CC(=NC=C1)CC1=CC(=CC(=C1)C(F)(F)F)F)F